CS(=O)(=O)OC[C@H]1CN(CCO1)C1=CC=C(C=C1)B1OC(C(O1)(C)C)(C)C (R)-(4-(4-(4,4,5,5-tetramethyl-1,3,2-dioxaborolan-2-yl)phenyl)morpholin-2-yl)methyl methanesulfonate